FC(S(=O)(=O)O[Sc](OS(=O)(=O)C(F)(F)F)OS(=O)(=O)C(F)(F)F)(F)F tris(((trifluoromethyl)sulfonyl)oxy)scandium